BrC1=C(C=2C[C@H]3OC(CN[C@H]3C2C=C1)C)F (4aS,9aR)-7-bromo-8-fluoro-2-methyl-2,3,4,4a,9,9a-hexahydroindeno[2,1-b][1,4]oxazine